C(C)(C)(C)OC(=O)N1CC=2C=[N+](C=CC2C1)[O-] 2-(tert-butoxycarbonyl)-2,3-dihydro-1H-pyrrolo[3,4-c]pyridine 5-oxide